(1S,6R)-6-(5-fluoropyrimidin-2-yl)bicyclo[4.1.0]heptan-3-one FC=1C=NC(=NC1)[C@]12CCC(C[C@@H]2C1)=O